2-(tetrahydro-2H-pyran-2-yl)-4-((trimethylsilyl)ethynyl)-2H-pyrazolo[3,4-c]pyridine O1C(CCCC1)N1N=C2C=NC=C(C2=C1)C#C[Si](C)(C)C